FC=1C(=C(C(=C(C1C1=CC=C(C=C1)OC)S(=O)(=O)N(C)C)F)F)F tetrafluoro-4'-methoxy-N,N-dimethyl-[1,1'-biphenyl]-2-sulfonamide